11-[4-(biphenyl-4-yl)-6-phenyl-1,3,5-triazin-2-yl]-11,12-dihydro-12-Phenylindolo[2,3-a]carbazole C1(=CC=C(C=C1)C1=NC(=NC(=N1)C1=CC=CC=C1)N1C2=CC=CC=C2C2=CC=C3C(=C12)N(C=1C=CC=CC13)C1=CC=CC=C1)C1=CC=CC=C1